palladium (II) bis(trifluoroacetic acid) FC(C(=O)O)(F)F.FC(C(=O)O)(F)F.[Pd+2]